[Cl-].COCCOCCCN(CCC[NH2+]C)C 3-((3-(2-Methoxyethoxy)propyl)(methyl)amino)-N-methylpropan-1-aminium chloride